Cl.Cl.CN1CCN(CC1)CC(=O)O 2-(4-methylpiperazin-1-yl)acetic acid dihydrochloride